(5-((3-(cyclopropylmethyl)-2,4,5-trioxoimidazolidin-1-yl)methyl)-1,2,4-oxadiazol-3-yl)-N-(2-methoxyphenyl)-N-((tetrahydro-2H-pyran-3-yl)methyl)acetamide C1(CC1)CN1C(N(C(C1=O)=O)CC1=NC(=NO1)CC(=O)N(CC1COCCC1)C1=C(C=CC=C1)OC)=O